(1R,4S,5R,8S,9R,12S,13R)-1,5,9-trimethyl-11,14,15,16-tetraoxatetracyclo[10.3.1.04,13.08,13]hexadecan-10-one C[C@]12CC[C@H]3[C@@H](CC[C@H]4[C@H](C(O[C@@H]([C@@]34OO1)O2)=O)C)C